COC(CC1CCN(CC1)C1=C(C=C(C=C1F)NC=1C(=NC(=CC1)OCC1=CC=CC=C1)OCC1=CC=CC=C1)F)=O 2-[1-[4-[(2,6-dibenzyloxy-3-pyridyl)amino]-2,6-difluoro-phenyl]-4-piperidyl]acetic acid methyl ester